1-(pyridin-4-ylmethyl)-3-(trifluoromethyl)-1H-pyrazole-5-carboxylic acid ethyl ester C(C)OC(=O)C1=CC(=NN1CC1=CC=NC=C1)C(F)(F)F